4-(6-(cyclopropanecarboxamido)pyridin-3-yl)-4-methylpiperidine-1-carboxylic acid tert-butyl ester C(C)(C)(C)OC(=O)N1CCC(CC1)(C)C=1C=NC(=CC1)NC(=O)C1CC1